OC1=C(C=C(C(=C1C=O)O)C=O)C=O 2,4-dihydroxyl-1,3,5-benzenetricarboxaldehyde